5-amino-6-methylnicotinonitrile NC=1C(=NC=C(C#N)C1)C